2'-deoxy-uridine [C@@H]1(C[C@H](O)[C@@H](CO)O1)N1C(=O)NC(=O)C=C1